5-(bromomethylene)imidazolidine-2,4-dione BrC=C1C(NC(N1)=O)=O